O1CC(=CCC1)C1=CC=CC(=N1)C(=O)N 6-(5,6-dihydro-2H-pyran-3-yl)picolinamide